ClC1=C(C=C(C=C1)N1CC2=C(C=CC=C2CC1)C)C(F)(F)F N-(4-Chloro-3-(trifluoromethyl)phenyl)-8-methyl-3,4-dihydroisoquinoline